1-(2,6-Dimethyl-morpholin-4-yl)-2-(7-methyl-1H-indazol-5-ylmethyl)-4-[4-(2-oxo-1,4-dihydro-2H-quinazolin-3-yl)-piperidin-1-yl]-butane-1,4-dione CC1CN(CC(O1)C)C(C(CC(=O)N1CCC(CC1)N1C(NC2=CC=CC=C2C1)=O)CC=1C=C2C=NNC2=C(C1)C)=O